ClC1=C(C(=CC=C1)Cl)C(CP(C1=CC=CC=C1)C1=CC=CC=C1)=NO 2-(2,6-dichlorophenyl)-2-hydroxyiminoethyl-diphenylphosphine